2-fluorothieno[2,3-b]pyridine-6-carbonitrile FC1=CC=2C(=NC(=CC2)C#N)S1